ClC1=CC(=C(S1)C1=NC(=C(C(=N1)C)O[C@@H]1C[C@H](CCC1)C(=O)[O-])C)COC(=O)OC1=CC=C(C=C1)[N+](=O)[O-] (1S,3S)-3-((2-(5-Chloro-3-((((4-nitrophenoxy)carbonyl)oxy)methyl)thiophen-2-yl)-4-methyl Methylpyrimidin-5-yl)oxy)cyclohexane-1-carboxylate